24-[(3-fluorophenyl)(hydroxyl)methyl]-5α-cholane-3β,4β-diol FC=1C=C(C=CC1)C(CCC[C@@H](C)[C@H]1CC[C@H]2[C@@H]3CC[C@H]4[C@H]([C@H](CC[C@]4(C)[C@H]3CC[C@]12C)O)O)O